Methyl (R)-3-bromo-4-(((2-hydroxy-3-methoxypropyl)amino)methyl)benzoate BrC=1C=C(C(=O)OC)C=CC1CNC[C@H](COC)O